CC1OC(OC(CC1)C)=C 4,7-dimethyl-2-methylene-1,3-dioxepan